N-(4-Fluorophenyl)-N1-(3-methoxyphenyl)-6-pyrrolidin-1-yl-[1,3,5]triazine-2,4-diamine hydrochloride Cl.FC1=CC=C(C=C1)NC1N(C(=NC(=N1)N)N1CCCC1)C1=CC(=CC=C1)OC